C(CCCCCCCC)=C(C=O)C1=CC=CC=C1 α-nonylidenebenzeneacetaldehyde